OCCNCCN1C(NCC1)=O 1-(2-((2-hydroxyethyl)amino)-ethyl)imidazolidin-2-one